4-Amino-3-[6-(2-fluoro-5-methylphenyl)pyridin-3-ylazo]naphthalin NC1=C(C=CC2=CC=CC=C12)N=NC=1C=NC(=CC1)C1=C(C=CC(=C1)C)F